2-(tert-butoxycarbonylamino)-2-cyclopropyl-acetic acid C(C)(C)(C)OC(=O)NC(C(=O)O)C1CC1